tert-butyl (3S,5R)-5-((6-chloropyrazin-2-yl)oxy)-3-methylazepane-1-carboxylate ClC1=CN=CC(=N1)O[C@@H]1C[C@@H](CN(CC1)C(=O)OC(C)(C)C)C